C(C)(=O)[O-].[La+3].C(C)(=O)[O-].C(C)(=O)[O-] lanthanum acetate salt